NC(=O)N E-Urea